FC=1C(=NC(=CC1)F)C1=NN(C=C1NC(=O)C=1N=C(SC1)C=1C=NN(C1)C[PH2]=O)C1CCC(CC1)OCC (4-(4-((3-(3,6-difluoropyridin-2-yl)-1-((1r,4r)-4-ethoxycyclohexyl)-1H-pyrazol-4-yl)carbamoyl)thiazol-2-yl)-1H-pyrazol-1-yl)methylphosphonic acid dihydride